tert-butyl (2S)-4-(2-chloro-4-fluoro-benzoyl)-2-methyl-piperazine-1-carboxylate ClC1=C(C(=O)N2C[C@@H](N(CC2)C(=O)OC(C)(C)C)C)C=CC(=C1)F